C1(CC1)C1=C(C(=NO1)C1=C(C=CC=C1Cl)Cl)C1=CC2(C1)CCN(CC2)C=2OC1=C(N2)C=CC(=C1)C(=O)O 2-(2-(5-cyclopropyl-3-(2,6-dichlorophenyl)isoxazol-4-yl)-7-azaspiro[3.5]non-1-en-7-yl)benzo[d]oxazole-6-carboxylic acid